SC(CC(=O)O)CC 3-Mercaptovaleric acid